2-piperidinecarboxylic acid N1C(CCCC1)C(=O)O